COC([C@H]([C@@H]([C@@H]([C@H](C(=O)[O-])O)O)O)O)=O methyl-galactarate